C(C)(=O)N1[C@H](CN[C@@H](C1)CF)C1=CC(=NC(=C1)Cl)C1=CC(=NC(=C1)F)C(=O)NC trans-4-(1-acetyl-5-(fluoromethyl)piperazin-2-yl)-6-chloro-6'-fluoro-N-methyl-[2,4'-bipyridine]-2'-carboxamide